Cl.N1=CC=C(C=C1)C=1C(=NN2C1CNCC2)C2=CC=C(C=C2)C(F)(F)F 3-(pyridin-4-yl)-2-[4-(trifluoromethyl)phenyl]-4,5,6,7-tetrahydropyrazolo[1,5-a]pyrazine hydrogen chloride